CN(C1CC(C1)NC(OCC1=CC=CC=C1)=O)CCC1CCNCC1 benzyl (3-(methyl(2-(piperidin-4-yl)ethyl)amino)cyclobutyl)carbamate